NC([C@@H](C[C@H]1C(NCCC1)=O)C(C(=O)N)CC1CC1)=O ((S)-2-amino-2-oxo-1-[[(3S)-2-oxo-3-piperidyl]methyl]ethyl)-3-cyclopropyl-propanamide